O[C@@H](C(=O)N1[C@@H]([C@H]2C([C@H]2C1)(C)C)C(=O)N[C@@H](C[C@H]1C(NCC1)=O)C(COC(F)(F)F)=O)C(C)C (1R,2S,5S)-3-((R)-2-hydroxy-3-methylbutanoyl)-6,6-dimethyl-N-((S)-3-oxo-1-((S)-2-oxopyrrolidin-3-yl)-4-(trifluoromethoxy)butan-2-yl)-3-azabicyclo-[3.1.0]hexane-2-carboxamide